OC1=C(C(OC12CCC(CC2)OCCOCCN2CCN(CC2)CCOCCOCCOCC(=O)O)=O)C2=C(C=C(C=C2C)C)C 2-(2-(2-(2-(4-(2-(2-(((5r,8r)-4-hydroxy-3-mesityl-2-oxo-1-oxaspiro[4.5]dec-3-en-8-yl)oxy)ethoxy)ethyl)piperazin-1-yl)-ethoxy)ethoxy)ethoxy)acetic acid